C(C)OC(=O)C=1C=C(OC1)B(O)O 4-(ETHOXYCARBONYL)-2-FURANBORONIC ACID